[Ti+4].C(C=C)(=O)[NH-].C(C=C)(=O)[NH-].C(C=C)(=O)[NH-].C(C=C)(=O)[NH-] acrylamide, titanium salt